Bis(aziridin-1-yl)phosphinic acid 4-[(2-methyl-1-oxo-3H-isoindol-5-yl) oxy]-5-nitro-2,3-dihydro-1H-inden-1-yl ester CN1C(C2=CC=C(C=C2C1)OC1=C2CCC(C2=CC=C1[N+](=O)[O-])OP(=O)(N1CC1)N1CC1)=O